C(C)OC(C1=NC(=CC=C1)CN1C(N(C(C1(C)C)=O)C1=CC(=C(C=C1)C#N)C(F)(F)F)=S)=O 6-((3-(4-cyano-3-(trifluoromethyl)phenyl)-5,5-dimethyl-4-oxo-2-thioxo-imidazolidin-1-yl)methyl)picolinic acid ethyl ester